CC1=C(C=CC2=CC=CC=C12)[Pd-2](Br)=C1N(C=CN1C1=C(C=CC=C1C(C)C)C(C)C)C1=C(C=CC=C1C(C)C)C(C)C 1-methylnaphthyl[1,3-bis(2,6-diisopropylphenyl)imidazol-2-ylidene]bromopalladium(II)